4-(6-((1-(4-(Difluoromethyl)phenyl)-4-methyl-1H-1,2,3-triazol-5-yl)methoxy)pyridazine-3-yl)-1-(2-methoxyethyl)piperazin-2-one FC(C1=CC=C(C=C1)N1N=NC(=C1COC1=CC=C(N=N1)N1CC(N(CC1)CCOC)=O)C)F